C(N)(=O)C=1C=[N+](C=CC1)COC(\C=C\C(=O)OC)=O (E)-3-carbamoyl-1-(((4-methoxy-4-oxobut-2-enoyl)oxy)methyl)pyridin-1-ium